Cl.NC(C(=O)NC1=CC(=CC=C1)C1=NC(=NN1)C1=CC=C(C=C1)OC)=C (2S)-2-Amino-N-{3-[3-(4-methoxyphenyl)-1H-1,2,4-triazol-5-yl]phenyl}propenamide hydrochloride